C(C)N1C=NC(=C1)C=1C=C(C(=NC1)C(NCCOCCNCC(=O)N1CCN(CC1)C(C1=C(C=CC(=C1)CC1=NNC(C2=CC=CC=C12)=O)F)=O)=O)NC(OC(C)(C)C)=O tert-butyl N-[5-(1-ethylimidazol-4-yl)-2-[2-[2-[[2-[4-[2-fluoro-5-[(4-oxo-3H-phthalazin-1-yl)methyl]benzoyl]piperazin-1-yl]-2-oxo-ethyl]amino]ethoxy]ethylcarbamoyl]-3-pyridyl]carbamate